1-(4-(3-((5-(trifluoromethyl)pyrimidin-2-yl)amino)pyrazin-2-yl)piperazin-1-yl)prop-2-en-1-one FC(C=1C=NC(=NC1)NC=1C(=NC=CN1)N1CCN(CC1)C(C=C)=O)(F)F